(1S,4S)-N-(3-(4-chlorobenzamido)phenyl)-5-(pyrimidin-2-yl)-2,5-diazabicyclo[2.2.1]heptane-2-carboxamide ClC1=CC=C(C(=O)NC=2C=C(C=CC2)NC(=O)N2[C@@H]3CN([C@H](C2)C3)C3=NC=CC=N3)C=C1